2-methyl-N-(2-methyl-4-(N-(1-(quinuclidin-4-yl)ethyl)sulfamoyl)phenyl)benzamide CC1=C(C(=O)NC2=C(C=C(C=C2)S(NC(C)C23CCN(CC2)CC3)(=O)=O)C)C=CC=C1